CN[C@@H]1[C@@H](N(CCC1)C1=C2C(=NC=C1)NC=C2C=2C=NC=NC2)C cis-N,2-dimethyl-1-(3-pyrimidin-5-yl-1H-pyrrolo[2,3-b]pyridin-4-yl)piperidin-3-amine